(1s,4s)-4-(8-(2,3-difluorophenylamino)-2-(tetrahydro-2H-pyran-4-ylamino)-9H-purin-9-yl)cyclohexanecarboxamide FC1=C(C=CC=C1F)NC=1N(C2=NC(=NC=C2N1)NC1CCOCC1)C1CCC(CC1)C(=O)N